C[Si](OCCCN1C(C(NCC1)=O)=O)(C)C 1-(3-((trimethylsilyl)oxy)propyl)piperazine-2,3-dione